C(C)OC(=O)C1(CCC(=O)OC1)C(=O)OCC 4,4-diethoxycarbonyl-valerolactone